6-(3-hydroxyphenyl)nicotinic acid methyl ester COC(C1=CN=C(C=C1)C1=CC(=CC=C1)O)=O